NC1=C2C(=NC=N1)N(N=C2C2=CC=C(C=C2)OC2=CC=CC=C2)C2CCN(CC2)C2CC1CCC(C2)N1C=1C=C2C(N(C(C2=CC1)=O)C1C(NC(CC1)=O)=O)=O 5-(3-(4-(4-amino-3-(4-phenoxyphenyl)-1H-pyrazolo[3,4-d]pyrimidin-1-yl)piperidin-1-yl)-8-azabicyclo[3.2.1]octan-8-yl)-2-(2,6-dioxopiperidin-3-yl)isoindoline-1,3-dione